3,5-diphenylbenzene C1(=CC=CC=C1)C=1C=CC=C(C1)C1=CC=CC=C1